C(C=C)C1=C(C=CC(=C1C#N)NCCCC1=CC=CC=C1)C1=CC=CC=C1 2-Allyl-4-((3-phenylpropyl)amino)-[1,1'-biphenyl]-3-carbonitrile